2-(3-{[(3R)-1-(2-hydroxyethyl)pyrrolidine-3-yl]amino}-5-methyl-1,2,4-triazin-6-yl)-5-(trifluoromethyl)phenol OCCN1C[C@@H](CC1)NC=1N=NC(=C(N1)C)C1=C(C=C(C=C1)C(F)(F)F)O